P(OCCCCCC(C)C)(OCCCCCC(C)C)(=S)SCCC(=O)N S-(3-amino-3-oxopropyl) O,O-di(isooctyl) phosphorodithioate